(R)-(4-fluorophenyl)(1-(furan-2-yl)-8-methyl-3-(3-methyl-1,2,4-thiadiazol-5-yl)-5,6-dihydroimidazo[1,5-a]pyrazin-7(8H)-yl)methanone FC1=CC=C(C=C1)C(=O)N1[C@@H](C=2N(CC1)C(=NC2C=2OC=CC2)C2=NC(=NS2)C)C